S1SSSSC1 1,2,3,4,5-pentathiane